C(C1=CC=CC=C1)N(C1=NC(=CC(=C1)NC(CC1=CC=C(C=C1)C)=O)C1=C(C=CC=C1)C#N)CCC N-(2-(benzyl-(propyl)amino)-6-(2-cyanophenyl)pyridin-4-yl)-2-(p-tolyl)acetamide